(6-cyclopropyl-pyrimidin-4-yl)-but-3-yn-2-ol C1(CC1)C1=CC(=NC=N1)CC(C#C)O